1-((3-(4-Fluoro-2-(3-fluorophenyl)pyrrolidine-1-carbonyl)bicyclo[1.1.1]pent-1-yl)methyl)-1H-pyrazole FC1CC(N(C1)C(=O)C12CC(C1)(C2)CN2N=CC=C2)C2=CC(=CC=C2)F